(S)-2-(6-Chloro-4-((3-methylpiperidin-1-yl)methyl)pyridin-2-yl)-6-(2-(4-methyl-4H-1,2,4-triazol-3-yl)phenyl)isoindolin-1-one ClC1=CC(=CC(=N1)N1C(C2=CC(=CC=C2C1)C1=C(C=CC=C1)C1=NN=CN1C)=O)CN1C[C@H](CCC1)C